N1(CCCC12CCOCC2)C=O (8-oxa-1-azaspiro[4.5]decan-1-yl)methanone